(7-bromo-4-methoxy-1H-pyrrolo[2,3-c]pyridin-3-yl)(oxo)acetic acid BrC=1N=CC(=C2C1NC=C2C(C(=O)O)=O)OC